ethyl 2-(2-methyl-6-oxo-5-((phenylmethyl)sulfonamido)pyrimidin-1(6H)-yl)acetate CC=1N(C(C(=CN1)NS(=O)(=O)CC1=CC=CC=C1)=O)CC(=O)OCC